(2S,4R)-1-[(2S)-2-(4-cyclopropyltriazol-1-yl)-3,3-dimethyl-butanoyl]-4-hydroxy-N-[1-methyl-1-(3-methyl-1,2,4-oxadiazol-5-yl)ethyl]pyrrolidine-2-carboxamide C1(CC1)C=1N=NN(C1)[C@H](C(=O)N1[C@@H](C[C@H](C1)O)C(=O)NC(C)(C1=NC(=NO1)C)C)C(C)(C)C